5-Methoxyl-methyl-pyrazole-4-carbonyl chloride O(C)C1=C(C(=NN1)C)C(=O)Cl